Dioxolano[4,5-f]Indole O1COC=2C1=CC=1C=CNC1C2